ClC1=C(C=C(C=C1)F)OC(NC=1C=2N(C=CC1Cl)C=CN2)=O (2-chloro-5-fluorophenyl)(7-chloroimidazo[1,2-a]pyridin-8-yl)carbamate